N-(5-bromo-2-fluoro-4-(trifluoromethyl)phenyl)-3-oxo-3,5,6,7,8,9-hexahydro-2H-6,9-epiminocyclohepta[c]pyridine-10-carboxamide BrC=1C(=CC(=C(C1)NC(=O)N1C2CC=3C(=CNC(C3)=O)C1CC2)F)C(F)(F)F